3-(8-Amino-6-(trifluoromethyl)imidazo[1,2-a]pyrazin-3-yl)-4-chloro-N-(4-(hydroxymethyl)bicyclo[2.1.1]hexan-1-yl)benzenesulfonamide NC=1C=2N(C=C(N1)C(F)(F)F)C(=CN2)C=2C=C(C=CC2Cl)S(=O)(=O)NC21CCC(C2)(C1)CO